2,4-difluoro-3-formylphenylboric acid FC1=C(C=CC(=C1C=O)F)OB(O)O